bromoindolinespirobenzopyran BrC=1C2(OC3=C(C1)C=CC=C3)NC3=CC=CC=C3C2